C(CCCCCCCC)(=O)[N-]CC1=CC(OC)=C(O)C=C1 Nonanoyl-vanillylamide